FC1=C(C=C(C=C1)C1COC2=CC(=CC=C2C1C1=CC=C(C=C1)N1CCC(CC1)CN1CCN(CC1)C=1C=C2CN(C(C2=CC1)=O)C1C(NC(CC1)=O)=O)O)OC 3-(5-(4-((1-(4-(3-(4-Fluoro-3-methoxyphenyl)-7-hydroxychroman-4-yl)phenyl)piperidin-4-yl)methyl)piperazin-1-yl)-1-oxoisoindolin-2-yl)piperidin-2,6-dion